C(C)(C)(C)OC(=O)N1CC(C(C1)=O)C.C(C)(C)OC(C)NC(CC)=O N-(1-isopropoxyethyl)propionamide tert-butyl-3-methyl-4-oxo-pyrrolidine-1-carboxylate